(RS)-2-Ethylhexyl 3-((2-hydroxy-6-methylpyridin-3-yl)sulfonyl)propanoate OC1=NC(=CC=C1S(=O)(=O)CCC(=O)OC[C@@H](CCCC)CC)C |r|